molybdenum hexacarbonyl-n-decane C(=O)=C(C(C(C(C(C=C=O)=C=O)=C=O)=C=O)=C=O)CCCC.[Mo]